FC(C1=NN(C=N1)C1=CC=C(C(=C1CNC(=O)C=1C(=NN(C1)CC1=CC=C2CCN(CC2=C1)CC)COC)F)OC)F N-({6-[3-(difluoromethyl)-1,2,4-triazol-1-yl]-2-fluoro-3-methoxyphenyl}methyl)-1-[(2-ethyl-3,4-dihydro-1H-isoquinolin-7-yl)methyl]-3-(methoxymethyl)pyrazole-4-carboxamide